2-(Methylsulfanyl)pyrazolo[1,5-a][1,3,5]triazin-4-ol CSC1=NC=2N(C(=N1)O)N=CC2